2-(5-(benzyloxy)-3-((S)-but-3-en-2-yl)-7-((2,4-difluorobenzyl)carbamoyl)-4,6-dioxo-2,3,4,6-tetrahydro-1H-pyrido[2,1-f][1,2,4]triazin-1-yl)but-3-en-1-yl acetate C(C)(=O)OCC(C=C)N1N2C(C(N(C1)[C@@H](C)C=C)=O)=C(C(C(=C2)C(NCC2=C(C=C(C=C2)F)F)=O)=O)OCC2=CC=CC=C2